2-[7-[[5-(trifluoromethyl)-2-pyridyl]methyl]-2,7-diazaspiro[3.5]nonane-2-carbonyl]-7-oxa-2,5-diazaspiro[3.4]octan-6-one FC(C=1C=CC(=NC1)CN1CCC2(CN(C2)C(=O)N2CC3(C2)NC(OC3)=O)CC1)(F)F